(1R)-1-(6-methylpyridin-3-yl)ethylamine CC1=CC=C(C=N1)[C@@H](C)N